BrC=1C=C(C=C(C1OCC(C)(C)O)F)C=1C(CC(NN1)=O)C 6-[3-bromo-5-fluoro-4-(2-hydroxy-2-methylpropoxy)phenyl]-5-methyl-4,5-dihydro-2H-pyridazin-3-one